C(C)(C)(C)OC(=O)N1CCC2(CC(C2)NC=2C=CC=3N(N2)C(=CN3)C3=CC(=CC=C3)C(F)(F)F)CC1 (l)-2-[[3-[3-(trifluoromethyl)phenyl]imidazo[1,2-b]pyridazin-6-yl]amino]-7-azaspiro[3.5]nonane-7-carboxylic acid tert-butyl ester